C1(CC1)C=1NN(SC1)C1=C(C=C(C=C1)OC)OC 4-cyclopropyl-N-(2,4-dimethoxyphenyl)thiadiazole